N1N=CC2=CC(=CC=C12)NC1=NC(=NC=C1)C1=CC=C2C=CN(C2=C1)C1=CN=NC=C1 6-(4-((1H-indazol-5-yl)amino)-pyrimidin-2-yl)-N-(pyridazin-4-yl)-1H-indole